IC=1C=C(C(=C(C1I)I)I)O 3,4,5,6-tetraiodophenol